OCC(CN1C(C2=CC(=C(C=C2C1)NC(=O)C=1C=NN2C1N=CC=C2)N2CCOCC2)=O)(C)C N-(2-(3-hydroxy-2,2-dimethylpropyl)-6-morpholino-1-oxoisoindolin-5-yl)pyrazolo[1,5-a]pyrimidine-3-carboxamide